ClC1=C(C=C2C=C(NC2=C1)C1=CC(=NC=C1)N1CCC12COC2)C=2C=NC=C(C2)OC 1-(4-(6-chloro-5-(5-methoxypyridin-3-yl)-1H-indol-2-yl)pyridin-2-yl)-6-oxa-1-azaspiro[3.3]heptane